FC(S(=O)(=O)[O-])(F)F.C1(CCCCC1)C[SH+]C1C(CCCC1)OS(=O)(=O)O cyclohexylmethyl-(2-sulfoxycyclohexyl)sulfonium trifluoromethanesulfonate